7-bromo-5-(5-chloropyrimidin-2-yl)oxy-2-methyl-4-(4,4,4-trifluorobutyl)quinazoline BrC1=CC(=C2C(=NC(=NC2=C1)C)CCCC(F)(F)F)OC1=NC=C(C=N1)Cl